4,4'-[4-methyl-(1,3-phenylene)bisoxy]bisaniline CC1=C(C=C(C=C1)OC1=CC=C(N)C=C1)OC1=CC=C(N)C=C1